ClC1=NC(=CC=C1C#N)COC(C)=O 2-chloro-3-cyano-6-acetoxymethylpyridine